bromomethane triphenyl-phosphonium salt C1(=CC=CC=C1)[PH+](C1=CC=CC=C1)C1=CC=CC=C1.BrC